bis(4-methylcyclohexyl)-dimethoxysilane CC1CCC(CC1)[Si](OC)(OC)C1CCC(CC1)C